COC(C(=O)C1=CC=CC=C1)C1=C(C=CC=C1)OC 2,2'-dimethoxy-1,2-diphenylethan-1-on